C(C1=CC=CC=C1)OC=1C(=CC(=C(C1)C1=CC=C(C=C1)F)C1CC1)CN1CCC2(CN(C(O2)=O)C2=CC=C(C=C2)S(=O)(=O)O)CC1 4-(8-((5-(benzyloxy)-2-cyclopropyl-4'-fluoro-[1,1'-biphenyl]-4-yl)methyl)-2-oxo-1-oxa-3,8-diazaspiro[4.5]decan-3-yl)benzenesulfonic acid